tert-butyl-4-((4-(2-(N-methylmethylsulfonamido)benzoyl)-3,4-dihydro-2H-benzo[b][1,4]oxazin-7-yl)sulfonyl)piperazine-1-carboxylate C(C)(C)(C)OC(=O)N1CCN(CC1)S(=O)(=O)C=1C=CC2=C(OCCN2C(C2=C(C=CC=C2)N(S(=O)(=O)C)C)=O)C1